2,6-di-(4-tert-butyl-phenyl)-4-methylaniline C(C)(C)(C)C1=CC=C(C=C1)C1=C(N)C(=CC(=C1)C)C1=CC=C(C=C1)C(C)(C)C